ClC=1C(=C(C=CC1)C1=NOC(=N1)C1=NN(C(C=C1)=O)CC(=O)NCC)F 2-[3-[3-(3-chloro-2-fluorophenyl)-1,2,4-oxadiazol-5-yl]-6-oxopyridazin-1-yl]-N-ethylacetamide